1-(5-(2-fluorophenyl)-1-((3-(3-methoxypropoxy)phenyl)sulfonyl)-1H-pyrrol-3-yl)-N-methyl-dideuteromethylamine FC1=C(C=CC=C1)C1=CC(=CN1S(=O)(=O)C1=CC(=CC=C1)OCCCOC)C([2H])([2H])NC